(E)-6-((2-(amino-methyl)-3-fluoro-allyl)oxy)-N-benzyl-N-methyl-benzo[d]oxazol-2-amine NC/C(/COC1=CC2=C(N=C(O2)N(C)CC2=CC=CC=C2)C=C1)=C\F